[6-[[3-(trifluoromethyl)isoxazol-4-yl]methyl]-2,6-diazaspiro[3.3]heptan-2-yl]-[6-[3-(trifluoromethyl)-1,2,4-triazol-1-yl]-2-azaspiro[3.3]heptan-2-yl]methanone FC(C1=NOC=C1CN1CC2(CN(C2)C(=O)N2CC3(C2)CC(C3)N3N=C(N=C3)C(F)(F)F)C1)(F)F